BrCCOC1=CC=C(C=C1)C1(CC1)S(=O)(=O)C 1-(2-bromoethoxy)-4-(1-methanesulfonylcyclopropyl)benzene